1-(4-(trifluoromethyl)phenyl)propan-1-one FC(C1=CC=C(C=C1)C(CC)=O)(F)F